ClC1=CC=C(CN2CCN(CC2)C(=O)C2=CC(=NC=C2Cl)Cl)C=C1 (4-(4-chlorobenzyl)piperazin-1-yl)(2,5-dichloropyridin-4-yl)methanone